3-(Hydroxymethyl)-6,6-dimethyl-5,6,7,8-tetrahydroquinolin-2(1H)-one OCC=1C(NC=2CCC(CC2C1)(C)C)=O